C(C1=CC=CC=C1)OC1=C2C(=C(NC2=CC=C1F)C(COC)(C)C)C1=CC=C(C(=O)OC)C=C1 methyl 4-(4-(benzyloxy)-5-fluoro-2-(1-methoxy-2-methylpropan-2-yl)-1H-indol-3-yl)benzoate